N[C@@H]1C2=CC=CC=C2CC12CCN(CC2)C2=NC=1C(=NC=C(N1)SC1=CC=NC(=C1C#N)NC)N2 (S)-4-((2-(1-amino-1,3-dihydrospiro[indene-2,4'-piperidin]-1'-yl)-1H-imidazo[4,5-b]pyrazin-5-yl)thio)-2-(methylamino)nicotinonitrile